FC1=C(C=CC(=C1)F)[C@H](CO)NC(CN1C(NC2=CC=CC=C2[C@H]1C)=O)=O |o1:23| N-[(1R)-1-(2,4-difluorophenyl)-2-hydroxyethyl]-2-[(4R*)-4-methyl-2-oxo-1,4-dihydroquinazolin-3-yl]acetamide